N-(3-fluoro-5-formyl-4-hydroxyphenyl)-2-phenyloxazole-4-carboxamide FC=1C=C(C=C(C1O)C=O)NC(=O)C=1N=C(OC1)C1=CC=CC=C1